4-(3-Chloroanilino)-6'-fluoro-2'-[(2R)-3-hydroxy-2-methylpropyl]-2',3'-dihydrospiro[cyclohexane-1,1'-indene]-4-carboxylic acid methyl ester COC(=O)C1(CCC2(C(CC3=CC=C(C=C23)F)C[C@H](CO)C)CC1)NC1=CC(=CC=C1)Cl